(R)-1-(4-methoxyphenyl)-N-(1-(1-methylcyclopropyl)piperidin-3-yl)pyrido[3,4-d]pyridazin-4-amine COC1=CC=C(C=C1)C1=C2C(=C(N=N1)N[C@H]1CN(CCC1)C1(CC1)C)C=NC=C2